COCCNC(=O)C1=CC=C(O1)CCC(=O)[O-] 3-{5-[(2-methoxyethyl)carbamoyl]furan-2-yl}propanoate